3,5-dichlorobenzoyl-N,N-dimethyl-ethylenediamine ClC=1C=C(C(=O)NCCN(C)C)C=C(C1)Cl